ClC1=CC=C(C(=N1)C1=NN(C=N1)C)NC(C)C=1C=C(C=C2C(N(C=3N(C12)C=NC3C3CCNCC3)C)=O)C 9-(1-((6-chloro-2-(1-methyl-1H-1,2,4-triazol-3-yl)pyridin-3-yl)amino)ethyl)-4,7-dimethyl-3-(piperidin-4-yl)imidazo[1,5-a]quinazolin-5(4H)-one